N-(phenylmethoxy)-N-methylacetamide C1(=CC=CC=C1)CON(C(C)=O)C